4-[3-chloro-5-(hydroxymethyl)-2-pyridinyl]piperazine-1-carboxylic acid tert-butyl ester C(C)(C)(C)OC(=O)N1CCN(CC1)C1=NC=C(C=C1Cl)CO